(1RS,2SR,6RS,7RS,8SR)-tricyclo[5.2.1.02,6]dec-4-en-8-yl 2-methylpropanoate CC(C(=O)O[C@@H]1[C@H]2[C@@H]3C=CC[C@H]3[C@@H](C1)C2)C |r|